C(C)(C)(C)OC(=O)N1C2(CC2)C[C@@H](CC1)C=1C=CC=2N(C(C=C(N2)C=2C=C(C=3N(N2)C=C(N3)C)C(F)(F)F)=O)C1 |r| rac-7-[2-[2-methyl-8-(trifluoromethyl)imidazo[1,2-b]pyridazin-6-yl]-4-oxo-pyrido[1,2-a]pyrimidin-7-yl]-4-azaspiro[2.5]octane-4-carboxylic acid tert-butyl ester